4-(2-Amino-2-methylpropanoyl)-N-(1-(cis-4-((exo-6-amino-3-azabicyclo[3.1.0]hexan-3-yl)methyl)cyclohexyl)-2-oxo-1,2-dihydropyrimidin-4-yl)piperazine-1-carboxamide hydrochloride salt Cl.NC(C(=O)N1CCN(CC1)C(=O)NC1=NC(N(C=C1)[C@@H]1CC[C@@H](CC1)CN1CC2C(C2C1)N)=O)(C)C